O=C1NCC(N1)C(=O)N 2-oxo-4-imidazolidinecarboxamide